(S)-1-(2-(isoxazol-5-yl)-4-(2-methylpyridin-4-yl)phenoxy)-4-methylpentan-2-amine O1N=CC=C1C1=C(OC[C@H](CC(C)C)N)C=CC(=C1)C1=CC(=NC=C1)C